FC1=C(C=C(C=C1)C=O)B(O)O 2-Fluoro-5-formylbenzeneboronic acid